Tert-butyl 3-[1-[1-[(4-methoxyphenyl)methyl]-2,6-dioxo-3-piperidyl]-3-methyl-2-oxo-benzimidazol-5-yl]-4-methyl-piperazine-1-carboxylate COC1=CC=C(C=C1)CN1C(C(CCC1=O)N1C(N(C2=C1C=CC(=C2)C2CN(CCN2C)C(=O)OC(C)(C)C)C)=O)=O